N-(1-(7-Bromoquinoxalin-2-yl)ethyl)morpholine-4-carboxamide methyl-2-benzyl-1H,2H,3H,4H-pyrrolo[3,4-b]indole-7-carboxylate COC(=O)C1=CC=2C3=C(NC2C=C1)CN(C3)CC3=CC=CC=C3.BrC3=CC=C1N=CC(=NC1=C3)C(C)NC(=O)N3CCOCC3